CN(C(CN1C(C2=CC=C(C=C2CC1)OC\C(\CNC([O-])=O)=C\F)=O)=O)C N-[(E)-2-[[2-[2-(dimethylamino)-2-oxo-ethyl]-1-oxo-3,4-dihydroisoquinolin-6-yl]oxymethyl]-3-fluoro-allyl]carbamate